O1C(=CC=C1)C1=NN(C=N1)S(=O)(=O)C1=CC=C(C=C1)C(=O)N1CCN(CC1)C1=C(C=CC=C1)OC (4-((3-(furan-2-yl)-1H-1,2,4-triazol-1-yl)sulfonyl)phenyl)(4-(2-methoxyphenyl)-piperazin-1-yl)methanone